(6-hydroxy-10-methyl-[1,2,4]triazolo[5,1-a]isoquinoline-5-carbonyl)glycine OC1=C(N2C(C3=C(C=CC=C13)C)=NC=N2)C(=O)NCC(=O)O